1-(5-acetyl-4-hydroxy-2-methoxyphenyl)-3-ethylurea C(C)(=O)C=1C(=CC(=C(C1)NC(=O)NCC)OC)O